BrC1=CN(C2=NC=CC(=C21)N2C[C@H](N(C[C@@H]2C)C(=O)OC(C)(C)C)C)S(=O)(=O)C2=CC=C(C)C=C2 tert-Butyl (2R,5S)-4-(3-bromo-1-tosyl-1H-pyrrolo[2,3-b]pyridin-4-yl)-2,5-dimethylpiperazine-1-carboxylate